[3-[1-[(2R)-2-[2-(2-benzyloxyethoxy)ethoxy]propyl]pyrazol-4-yl]-1-tetrahydropyran-2-yl-indazol-5-yl]oxy-tert-butyl-dimethyl-silane C(C1=CC=CC=C1)OCCOCCO[C@@H](CN1N=CC(=C1)C1=NN(C2=CC=C(C=C12)O[Si](C)(C)C(C)(C)C)C1OCCCC1)C